NC=1N=C(SC1C(C1=CC=C(C=C1)OC)=O)N(C1=CC(=C(C=C1)Cl)F)[C@H](C(=O)N)C (S)-2-(N-[4-Amino-5-(4-methoxybenzoyl)thiazol-2-yl]-4-chloro-3-fluoroanilino)propanamid